Cl.CN1CCC(CC1)(C1=NN=C(N1)C1=CC=NC=C1)NC=1C=C(C(=O)N)C=CC1 3-((1-methyl-4-(5-(pyridin-4-yl)-4H-1,2,4-triazol-3-yl)piperidin-4-yl)amino)benzamide hydrochloride